(R,Z)-N-(4-((4-([1,2,4]triazolo[1,5-a]pyridin-7-yloxy)-5-fluoro-2-methoxyphenyl)amino)-7-methoxy-quinazolin-6-yl)-2-fluoro-3-(1-methylpyrrolidin-2-yl)acrylamide N=1C=NN2C1C=C(C=C2)OC2=CC(=C(C=C2F)NC2=NC=NC1=CC(=C(C=C21)NC(/C(=C/[C@@H]2N(CCC2)C)/F)=O)OC)OC